(S)-N-(4-AMINO-3,4-DIOXO-1-PHENYLBUTAN-2-YL)-1-PHENYL-1H-INDOLE-2-CARBOXAMIDE NC(C([C@H](CC1=CC=CC=C1)NC(=O)C=1N(C2=CC=CC=C2C1)C1=CC=CC=C1)=O)=O